C(C)OP(OCC)(=O)CCCCCCCCCCCBr.C1(CCCCC1)C(=O)N1CCOCC1 4-cyclohexylcarbonyl-morpholine Diethyl(11-bromoundecyl)phosphonat